N=1C=NN2C1C=C(C=C2)OC2=CC(=C(C=C2C2CC2)NC2=NC=NC1=CC(=C(C=C21)NC(/C(=C\[C@@H]2N(CCC2)C)/F)=O)OC)OC (R,E)-N-(4-((4-([1,2,4]triazolo[1,5-a]pyridin-7-yloxy)-5-cyclopropyl-2-methoxyphenyl)amino)-7-methoxyquinazolin-6-yl)-2-fluoro-3-(1-methylpyrrolidin-2-yl)acrylamide